trans-2-[4-[4-(4-chlorophenyl)-5-(methoxymethyl)-1,2,4-triazol-3-yl]cyclohexyl]oxopyrazine ClC1=CC=C(C=C1)N1C(=NN=C1COC)[C@@H]1CC[C@H](CC1)C1N=CC=NC1=O